FC(C(=O)O)(F)F.ClC=1C(=NC(=NC1)NC1=CC(=C(C(=C1)C)C)N(C)C)NC=1C=CC2=C(NC(O2)=O)C1 5-(5-chloro-2-(3-(dimethylamino)-4,5-dimethylphenylamino)pyrimidin-4-ylamino)benzo[d]oxazol-2(3H)-one trifluoroacetate salt